BrC=1C=C(C=C(C1)C(F)(F)F)NS(=O)(=O)C1=C(C=C(C=C1C)C(C)(C)C)C N-(3-bromo-5-(trifluoromethyl)phenyl)-4-(tert-butyl)-2,6-dimethyl-benzene-sulfonamide